BrC1=C2C=NN3C2=C(C=C1F)C(N1[C@@H](C3)CN(CC1)C(=O)OC(C)(C)C)=O tert-Butyl (R)-3-bromo-4-fluoro-6-oxo-8,9,11a,12-tetrahydro-6H-pyrazino[2',1':3,4][1,4]diazepino[6,7,1-hi]indazole-10(11H)-carboxylate